[Br-].C[N+](C)(C1CCCCC1)CCC N,N-dimethylpropylcyclohexylammonium bromide